COC1=CC=C(C=C1)C=1NC2=C(C(=NC=3C=CC=CC23)OCCN(C)C)C1 2-((2-(4-methoxyphenyl)Azolo[4,5-c]Quinolin-4-yl)oxy)-N,N-dimethylethylamine